N-{[4-(1,5-dimethyl-1H-imidazole-2-sulfonyl)phenyl]methyl}imidazo[1,2-a]pyridine-2-carboxamide CN1C(=NC=C1C)S(=O)(=O)C1=CC=C(C=C1)CNC(=O)C=1N=C2N(C=CC=C2)C1